2-((4-trifluoromethylbenzyl)thio)-4H-imidazole FC(C1=CC=C(CSC=2N=CCN2)C=C1)(F)F